3-((tert-butyl-dimethylsilyloxy)prop-1-en-2-yl)-2-chloro-6-(trifluoromethyl)pyrimidine [Si](C)(C)(C(C)(C)C)OCC(=C)N1C(N=C(C=C1)C(F)(F)F)Cl